ClC=1N=CC(=NC1)O[C@@H]1C[C@@H](N(C1)C(=O)OC(C)(C)C)C tert-butyl (2S,4R)-4-(5-chloropyrazin-2-yl)oxy-2-methyl-pyrrolidine-1-carboxylate